CN1CCC(=CC1)C1=CC=C2C=C(NC2=C1)C=O (6-(1-methyl-1,2,3,6-tetrahydropyridin-4-yl)-1H-indol-2-yl)methanone